2-amino-N-[(2R)-1-{1-benzyl-4H,5H,7H-pyrrolo[2,3-c]pyridin-6-yl}-3-(benzyloxy)-1-oxopropan-2-yl]-2-methylpropanamide NC(C(=O)N[C@@H](C(=O)N1CC2=C(CC1)C=CN2CC2=CC=CC=C2)COCC2=CC=CC=C2)(C)C